OCCOC(C=C)=O.F[C] fluorocarbon hydroxyethyl-acrylate